CCCCCCCCCCCCCCCCCC(=O)OC[C@H](COP(=O)([O-])OC1[C@@H]([C@H](C([C@H]([C@H]1O)O)OP(=O)([O-])[O-])O)O)OC(=O)CCCCCCC/C=C\\CCCCCCCC The molecule is a 1-phosphatidyl-1D-myo-inositol 4-phosphate(3-) obtained by deprotonation of the phosphate OH groups of 1-stearoyl-2-oleoyl-sn-glycero-3-phospho-1D-myo-inositol 4-phosphate; major species at pH 7.3. It is a conjugate base of a 1-stearoyl-2-oleoyl-sn-glycero-3-phospho-1D-myo-inositol 4-phosphate.